ClC1=C(C=C(OCOC(=O)N2CCOCC2)C=C1C=1SC(=CN1)C)C(=O)OC ((4-chloro-3-(methoxycarbonyl)-5-(5-methylthiazol-2-yl)phenoxy)methyl)morpholine-4-carboxylate